FC(C1=NNC2=NC=CN=C21)(F)F 3-(trifluoromethyl)-1H-pyrazolo[3,4-b]pyrazine